CN(C)C[C@@H]1C[C@@H](N1)C=1C=2N(C=CC1)C(=C(N2)C#CCNC2=C(C=C(C=C2)S(=O)(=O)C)OC)CC(F)(F)F N-(3-(8-((2R,4S)-4-((dimethylamino)methyl)azetidin-2-yl)-3-(2,2,2-trifluoroethyl)imidazo[1,2-a]pyridin-2-yl)prop-2-yn-1-yl)-2-methoxy-4-(methylsulfonyl)aniline